N(=[N+]=[N-])C1CC[C@H](OC1O)[C@H](N([S@](=O)C(C)(C)C)CC1=CC=CC=C1)C1CC1 (R)-N-[(R)-[(2S)-5-azido-6-hydroxy-tetrahydropyran-2-yl]-cyclopropyl-methyl]-N-benzyl-2-methyl-propane-2-sulfinamide